N-(4-(benzyloxy)-2-methylphenyl)-8-chloroquinolin-2-amine C(C1=CC=CC=C1)OC1=CC(=C(C=C1)NC1=NC2=C(C=CC=C2C=C1)Cl)C